ClC1=NC=C2C=C(N=C(C2=C1)NCCN(C)C)C1=C(C(=CC=C1)OC)F N1-(7-chloro-3-(2-fluoro-3-methoxyphenyl)-2,6-naphthyridin-1-yl)-N2,N2-dimethylethane-1,2-diamine